NC1=CC=C(C=C1)CCN1[C@H](O[C@H](C1=O)C)C1=NN(C=C1C1=CC=C(C=C1)F)C1=CC=C(C=C1)Br (2r,5s)-3-(4-aminophenylethyl)-2-(1-(4-bromophenyl)-4-(4-fluorophenyl)-1H-pyrazol-3-yl)-5-methyl-oxazolidin-4-one